ClC1=C(C#N)C=C(C(=C1)Cl)O 2,4-dichloro-5-hydroxybenzonitrile